4-[[6-[[3-(4-fluorophenyl)-1-isopropyl-2,4-dioxo-pyrimidine-5-carbonyl]amino]-3-pyridyl]oxy]-N-(1-methyl-4-piperidyl)-1,7-naphthyridine-6-carboxamide FC1=CC=C(C=C1)N1C(N(C=C(C1=O)C(=O)NC1=CC=C(C=N1)OC1=CC=NC2=CN=C(C=C12)C(=O)NC1CCN(CC1)C)C(C)C)=O